N-[3-chloro-4-(piperazine-1-carbonyl)phenyl]-5-[2,3-difluoro-4-[3-methyl-1-[2-[(6-methyl-3-pyridyl)carbamoylamino]ethyl]pyrazol-4-yl]phenyl]-1-methyl-imidazole-2-carboxamide ClC=1C=C(C=CC1C(=O)N1CCNCC1)NC(=O)C=1N(C(=CN1)C1=C(C(=C(C=C1)C=1C(=NN(C1)CCNC(NC=1C=NC(=CC1)C)=O)C)F)F)C